P(OCC)(OCC1OC(OC1)(C)C)=O ethyl ((2,2-dimethyl-1,3-dioxolan-4-yl) methyl) phosphonate